C1(CC1)C=1SC=C(N1)C(N1C[C@@H](N(C[C@H]1C)C1=C(C(N(C=2C=CC(=NC12)C#N)C)=O)C#N)C)C1=CC=C(C=C1)F 8-[(2S,5R)-4-[(2-cyclopropyl-1,3-thiazol-4-yl)(4-fluorophenyl)methyl]-2,5-dimethylpiperazin-1-yl]-5-methyl-6-oxo-5,6-dihydro-1,5-naphthyridine-2,7-dicarbonitrile